BrC=1C=CC(=C(C1)S(=O)(=O)NC)O 5-bromo-2-hydroxy-N-methyl-benzenesulfonamide